CC1=CC(=NC(=C1)S(=O)(=O)C)NC1=CC(=NC=C1C1=NC=2N(C=C1)N=CC2)NC(C)=O N-(4-((4-methyl-6-(methylsulfonyl)pyridin-2-yl)amino)-5-(pyrazolo[1,5-a]pyrimidin-5-yl)pyridin-2-yl)acetamide